N-stearidonoyl-tryptophan C(CCCC\C=C/C\C=C/C\C=C/C\C=C/CC)(=O)N[C@@H](CC1=CNC2=CC=CC=C12)C(=O)O